BrC=1C=CC=C2C(C[C@H](SC12)CCC1=NC=CC=C1)=O (R)-8-bromo-2-(2-(pyridin-2-yl)ethyl)thiochroman-4-one